7-fluoro-6-nitroquinazolin-4(3H)-one FC1=C(C=C2C(NC=NC2=C1)=O)[N+](=O)[O-]